bornylacetate C12(C(CC(CC1)C2(C)C)CC(=O)[O-])C